1,2-difuryl ethylene 2-(((4-(1-cyanocyclopropyl)phenyl)(5-(3,5-dimethylisoxazol-4-yl)-2-methylphenyl) amino)ethyl)azetidine-1-carboxylate C(#N)C1(CC1)C1=CC=C(C=C1)N(C1=C(C=CC(=C1)C=1C(=NOC1C)C)C)CCC1N(CC1)C(=O)O.O1C(=CC=C1)C=CC=1OC=CC1